C(C)(C)C1=NN(C(C=2N1N=C(C2)C(C(F)(F)F)O)=O)CC(=O)[O-] (7-isopropyl-4-oxo-2-(2,2,2-trifluoro-1-hydroxyethyl)pyrazolo[1,5-d][1,2,4]triazin-5(4H)-yl)acetate